CN(CC(=O)N(C1=CC(=CC=C1)NC=1N=CC2=C(N1)N(C(C=C2C#C[Si](C(C)C)(C(C)C)C(C)C)=O)C)C)C 2-(dimethylamino)-N-methyl-N-[3-({8-methyl-7-oxo-5-[2-(triisopropylsilyl)ethynyl]pyrido[2,3-d]pyrimidin-2-yl}amino)phenyl]acetamide